Maleimido thiol C1(C=CC(N1S)=O)=O